3-(3-chlorophenyl)-2-[(3S)-3-[(4-methanesulfonylphenoxy)methyl]piperazin-1-yl]propan-1-ol ClC=1C=C(C=CC1)CC(CO)N1C[C@H](NCC1)COC1=CC=C(C=C1)S(=O)(=O)C